Cl.CC(C[C@H](N)B1O[C@]2([C@@H]3C([C@H](C[C@H]2O1)C3)(C)C)C)C (1R)-3-methyl-1-[(1S,2S,6R,8S)-2,9,9-trimethyl-3,5-dioxa-4-boratricyclo[6.1.1.02,6]decane-4-Yl]butan-1-amine hydrochloride